6-(5-(((5-bromofuran-2-yl)methyl)amino)-2-methylphenyl)-7-methyl-2-((6-methylpyridin-3-yl)amino)pyrido[3,4-d]pyrimidin-8(7H)-one BrC1=CC=C(O1)CNC=1C=CC(=C(C1)C1=CC2=C(N=C(N=C2)NC=2C=NC(=CC2)C)C(N1C)=O)C